dipropyl vinylarsonate C(=C)[As](OCCC)(OCCC)=O